NC(C(=O)O)CC1=C(C=C(C=C1)Cl)Cl 2-amino-3-(2,4-dichlorophenyl)propionic acid